6-chloro-3-(((R)-1-(2-cyano-3-((2R,5S)-2,5-dimethylmorpholino)-7-methylquinoxalin-5-yl)ethyl)amino)picolinic acid ClC1=CC=C(C(=N1)C(=O)O)N[C@H](C)C1=C2N=C(C(=NC2=CC(=C1)C)C#N)N1C[C@H](OC[C@@H]1C)C